BrC=1C=CC2=C(N(C(=N2)C(C)N2CCC=3C=C(C(=NC3C2)OCC2=C(C=C(C=C2)Cl)F)C(F)(F)F)C[C@H]2OCC2)C1F 7-(1-(6-bromo-7-fluoro-1-(((S)-oxetan-2-yl)methyl)-1H-benzo[d]imidazol-2-yl)ethyl)-2-((4-chloro-2-fluorobenzyl)oxy)-3-(trifluoromethyl)-5,6,7,8-tetrahydro-1,7-naphthyridine